(-)-4-(4-{[2-(1,3-Dimethyl-1H-pyrazol-4-yl)pyrrolidin-1-yl]methyl}phenoxy)-2-hydroxybenzamid CN1N=C(C(=C1)C1N(CCC1)CC1=CC=C(OC2=CC(=C(C(=O)N)C=C2)O)C=C1)C